O[C@H]1CC(C[C@H](C1)O)=C\C=C/1\[C@H]2CCC[C@@]2(CCC1)C (1R,3aS,7aR,E)-4-(2-((3S,5R)-3,5-dihydroxycyclohexylidene)ethylidene)-7a-methyloctahydro-1H-indene